ON1N=CC=C1 1-hydroxy-1H-pyrazol